methyl 3,3-dimethyl-5-oxopentanoate CC(CC(=O)OC)(CC=O)C